C(#N)C1=CC=C(C=C1)C=1C=C2C(=NC1)NC(=N2)C2N(CCC2)C#N (6-(4-Cyanophenyl)-3H-imidazo[4,5-b]pyridin-2-yl)pyrrolidine-1-carbonitrile